2,2-dimethyl-1-[(2R,5S)-2-methyl-5-[4-(4-methylpiperazin-1-yl)phenyl]piperazin-1-yl]propan-1-one CC(C(=O)N1[C@@H](CN[C@H](C1)C1=CC=C(C=C1)N1CCN(CC1)C)C)(C)C